N-(2-pyridyl)-5-[[(3S)-1-[2-oxo-2-[(2S,4S)-2-cyano-4-fluoro-pyrrolidin-1-yl]ethyl]pyrrolidin-3-yl]amino]quinoline N1=C(C=CC=C1)N1CC=CC2=C(C=CC=C12)N[C@@H]1CN(CC1)CC(N1[C@@H](C[C@@H](C1)F)C#N)=O